NC=1C(=CC(=NC1C(=O)N)C1=NC(=CC=C1)OCC1=CC=C(C=C1)OC)C1=C2C=NNC2=CC=C1C 5-Amino-6'-((4-methoxybenzyl)oxy)-4-(5-methyl-1H-indazol-4-yl)-[2,2'-bipyridine]-6-carboxamide